((2-(4-(aminomethyl)-2,6-dimethylphenyl)-5-methylpyridin-4-yl)methyl)-6-morpholinobenzo[d]oxazol-2(3H)-one NCC1=CC(=C(C(=C1)C)C1=NC=C(C(=C1)CN1C(OC2=C1C=CC(=C2)N2CCOCC2)=O)C)C